CS(=NC(OC(C)(C)C)=O)(=O)C1=CC=2C=3C(N(C2C=C1)C1=CC=C(C=C1)C(F)(F)F)=CN(N3)C tert-butyl N-[methyl([2-methyl-4-[4-(trifluoromethyl)phenyl]-pyrazolo[4,3-b]indol-7-yl])oxo-lambda6-sulfanylidene]carbamate